N-(4-(4-benzylpiperazin-1-yl)quinolin-3-yl)-3,5-dinitrobenzamide C(C1=CC=CC=C1)N1CCN(CC1)C1=C(C=NC2=CC=CC=C12)NC(C1=CC(=CC(=C1)[N+](=O)[O-])[N+](=O)[O-])=O